OCCOCCOCCOCCOCC 14-hydroxy-3,6,9,12-tetraoxatetradecan